CC1=CC=C(C=C1)S(=O)(=O)[O-].FC=1C=CC(=C(C1)[I+]C1=C(C=C(C=C1OC)OC)OC)[N+](=O)[O-] (5-fluoro-2-nitrophenyl)(2,4,6-trimethoxyphenyl)iodonium p-toluenesulfonate